ClC1=C(CCO)C=CC(=C1F)F R-2-chloro-3,4-difluorophenethyl alcohol